COCCS(=O)(=NCC=1N=C2N(C=CC(=C2)C2=NOC(=N2)C(F)(F)F)C1)C (2-methoxyethyl)(methyl)(((7-(5-(trifluoromethyl)-1,2,4-oxadiazol-3-yl)imidazo[1,2-a]pyridin-2-yl)methyl)imino)-λ6-sulfanone